8-acetyl-2-[(1R,5S)-3-azabicyclo[3.1.0]hexan-3-yl]-6-fluoro-3-methyl-quinazolin-4-one C(C)(=O)C=1C=C(C=C2C(N(C(=NC12)N1C[C@@H]2C[C@@H]2C1)C)=O)F